C1(CCCC1)N1C(N(C=2C1=C1C(=NC2)NC(=C1C=1C=C2C=NN(C2=CC1)C)CCO)C)=O 1-Cyclopentyl-7-(2-hydroxyethyl)-3-methyl-8-(1-methyl-1H-indazol-5-yl)-3,6-dihydroimidazo[4,5-d]pyrrolo[2,3-b]pyridin-2(1H)-on